tert-Butyl 4-{[1-(3-fluorobenzyl)-3-hydroxy-2-oxo-1,2-dihydropyridin-4-yl]methyl}-piperazine-1-carboxylate FC=1C=C(CN2C(C(=C(C=C2)CN2CCN(CC2)C(=O)OC(C)(C)C)O)=O)C=CC1